1-(1-Hydroxy-2-(5H-imidazo[4,3-a]isoindol-5-yl)-8-azaspiro[4.5]decan-8-yl)ethan-1-on OC1C(CCC12CCN(CC2)C(C)=O)C2N1C(C3=CC=CC=C23)=CN=C1